piperidin-4-yl(pyrrolidin-1-yl)methanone N1CCC(CC1)C(=O)N1CCCC1